2-chloro-5-(N-(3-((3-(trifluoromethyl)phenyl)carbamoyl)phenyl)sulfamoyl)benzoic acid ClC1=C(C(=O)O)C=C(C=C1)S(NC1=CC(=CC=C1)C(NC1=CC(=CC=C1)C(F)(F)F)=O)(=O)=O